(R)-4-(4-(2,2-Difluoroethyl)-1-((5-methoxy-7-methyl-1H-indol-4-yl)methyl)piperazin-2-yl)-2-methoxybenzoic acid FC(CN1C[C@H](N(CC1)CC1=C2C=CNC2=C(C=C1OC)C)C1=CC(=C(C(=O)O)C=C1)OC)F